6-(2-Fluoro-6-methylphenyl)-1-((4-methoxybenzyl)amino)isoquinoline-7-carbonitrile FC1=C(C(=CC=C1)C)C=1C=C2C=CN=C(C2=CC1C#N)NCC1=CC=C(C=C1)OC